CN1N=CN=C1C(=O)NC1=CC=C2C(=N1)NC(=C2)C2=C(C(=O)O)C=CC=C2 2-(6-(1-methyl-1H-1,2,4-triazole-5-carboxamido)-1H-pyrrolo[2,3-b]pyridin-2-yl)benzoic acid